BrC1=CC=C(C(=N1)NC(=O)[C@@H]1[C@@H]2C[C@@H]2CN1)C1CC1 (1R,2S,5S)-N-(6-Bromo-3-cyclopropylpyridin-2-yl)-3-azabicyclo[3.1.0]hexane-2-carboxamide